C(C)N(CCCNC(=O)C1=CC2=C(N3C(S2)=NC(=C3)C3=CC=C(C=C3)CN3C(CCC3)=O)C=C1)CC N-(3-(diethylamino)propyl)-2-(4-((2-oxopyrrolidin-1-yl)methyl)phenyl)benzo[d]imidazo[2,1-b]thiazole-7-carboxamide